C=C(CCN1N(C2=C3C(=CC=C2C1)C=CC=C3)CCC(C=C)=C)C=C bis(3-methylenepent-4-enyl)dihydrobenzoindazole